[Na+].[Na+].O[B-]1(CCC=2C=CC(=C(C2O1)C(=O)O)OC1CN(C1)C([C@H]1NCCC1)=O)O.O[B-]1(CCC=2C=CC(=C(C2O1)C(=O)O)OC1CN(C1)C([C@H]1NCCC1)=O)O 4,4-dihydroxy-8-[(1-L-prolylazetidin-3-yl)oxy]-5-oxa-4-boranuidabicyclo[4.4.0]deca-1(6),7,9-triene-7-carboxylic acid disodium salt